FC(C1=NC=C(C=N1)C1=NC2=CC=CC=C2C=C1C=O)(F)F 2-(2-(Trifluoromethyl)pyrimidin-5-yl)quinoline-3-carbaldehyde